OC1CCN(CC1)NC(S)=S 4-hydroxypiperidinyl-dithiocarbamic acid